2-phenyl-4-(4-diethylaminophenyl)-8-methyl-7-dimethylamino-3,1-benzoxazine C1(=CC=CC=C1)C1N=C2C(=C(O1)C1=CC=C(C=C1)N(CC)CC)C=CC(=C2C)N(C)C